OCC1=CC=C(C=C1)C=1N=C2N(C=CC(=C2)C2=CC=CC=C2)C1NC1=CC=C(C(=O)OC(C)(C)C)C=C1 tert-butyl 4-((2-(4-(hydroxymethyl)phenyl)-7-phenylimidazo[1,2-a]pyridin-3-yl)amino)benzoate